8-bromo-1-(6-(trifluoromethyl)pyridin-3-yl)-1,3-dihydro-2H-imidazo[4,5-c]quinolin-2-one BrC1=CC=2C3=C(C=NC2C=C1)NC(N3C=3C=NC(=CC3)C(F)(F)F)=O